NC1=NC(=NC(=C1C1OCC1(C(=O)N)C)N)C1=NN(C2=NC=C(C=C21)F)CC2=C(C=CC=C2F)F (4,6-diamino-2-(1-(2,6-difluorobenzyl)-5-fluoro-1H-pyrazolo[3,4-b]pyridin-3-yl)pyrimidin-5-yl)-3-methyloxetan-3-carboxamide